2-chloro-N-methoxy-N,5-dimethylisonicotinamide ClC=1C=C(C(=O)N(C)OC)C(=CN1)C